[N+](=O)(O)[O-].[N+](=O)(O)[O-].C(O)C(C)(C)CO Dimethyloldimethyl-methane dinitrate